3-(2,3'-dichloro-6,6'-difluoro-2'-hydroxy-[1,1'-biphenyl]-4-yl)-5,6-dihydro-[1,2,4]triazolo[4,3-a]pyrazin ClC1=C(C(=CC(=C1)C1=NN=C2N1CCN=C2)F)C2=C(C(=CC=C2F)Cl)O